CC1(OB(OC1(C)C)C1=CC(=NC=C1)C=1N=C2C=CC=CC2=C2C=CC=CC12)C 6-(4-(4,4,5,5-Tetramethyl-1,3,2-dioxaborolan-2-yl)pyridin-2-yl)phenanthridine